(5S)-2-[(6-Chloropyridin-2-yl)methyl]-5-{[(3S)-3-fluoropyrrolidin-1-yl]carbonyl}-5,6,7,8-tetrahydro[1,2,4]triazolo[4,3-a]pyridin-3(2H)-one ClC1=CC=CC(=N1)CN1N=C2N([C@@H](CCC2)C(=O)N2C[C@H](CC2)F)C1=O